tert-butyl {4-[2-(2,2-dimethylpropanoyl)hydrazinyl]-7-(morpholin-4-yl)-2-oxopyrido[3,2-d]pyrimidin-1(2H)-yl}acetate CC(C(=O)NNC=1C2=C(N(C(N1)=O)CC(=O)OC(C)(C)C)C=C(C=N2)N2CCOCC2)(C)C